C(C1=CC=CC=C1)N1N=C(N=C1)C(=O)N[C@@H]1C(N(C=2N(CC1)N=C(C2)CCN2CC(C2)F)C)=O 1-benzyl-N-[(6S)-2-[2-(3-fluoroazetidin-1-yl)ethyl]-4-methyl-5-oxo-7,8-dihydro-6H-pyrazolo[1,5-a][1,3]diazepin-6-yl]-1,2,4-triazole-3-carboxamide